FC1=C(C(=C(C(=C1F)F)F)F)[B-](C1=C(C(=C(C(=C1F)F)F)F)F)(C1=C(C(=C(C(=C1F)F)F)F)F)C1=C(C(=C(C(=C1F)F)F)F)F.C(C)(=O)OC1=CC=C(C=C1)[S+](C)C [4-(acetoxy)phenyl]dimethylsulfonium tetrakis(2,3,4,5,6-pentafluorophenyl)borate